CC=1C(=NN2C1NC(=CC2=O)C=2C=C(C(=O)O)C=CC2)C2=C(C=CC=C2)C 3-(3-methyl-7-oxo-2-(o-tolyl)-4,7-dihydropyrazolo[1,5-a]pyrimidin-5-yl)benzoic acid